NC=1C(=NC=C(C1)C)N[C@@H]1CN(CC1)C(=O)OC(C)(C)C tert-Butyl (S)-3-((3-amino-5-methylpyridin-2-yl)amino)pyrrolidine-1-carboxylate